ethyl 2-[[(3R)-3-(benzyloxycarbonylamino)-4-(tert-butoxycarbonylamino) butanoyl] amino]-4-methyl-thiazole-5-carboxylate C(C1=CC=CC=C1)OC(=O)N[C@H](CC(=O)NC=1SC(=C(N1)C)C(=O)OCC)CNC(=O)OC(C)(C)C